N1-(tert-butyl)-N2-((S)-4-methyl-1-oxo-1-(((S)-3-oxo-1-((S)-2-oxopyrrolidin-3-yl)-4-(trifluoromethoxy)butan-2-yl)amino)pentan-2-yl)oxalamide C(C)(C)(C)NC(C(=O)N[C@H](C(N[C@@H](C[C@H]1C(NCC1)=O)C(COC(F)(F)F)=O)=O)CC(C)C)=O